((((9H-fluoren-9-yl)methoxy)carbonyl)(4-aminobenzyl)amino)benzene C1=CC=CC=2C3=CC=CC=C3C(C12)COC(=O)N(CC1=CC=C(C=C1)N)C1=CC=CC=C1